C[C@]1([C@@H]2C[C@@H](C2(C)C)C[C@@H]1O)O Pinanediol